O[C@@H]1C[C@H](C1)C1=C2C(=NC=C1)N(N=C2C#N)C2=CC=C(C=C2)OC(F)(F)F (trans-3-hydroxycyclobutyl)-1-(4-(trifluoromethoxy)phenyl)-1H-pyrazolo[3,4-b]pyridine-3-carbonitrile